3-methyl-2,5-oxazolidinedione CN1C(OC(C1)=O)=O